ClC1=CNC2=NC=CC(=C21)B2OC(C(O2)(C)C)(C)C 3-chloro-4-(4,4,5,5-tetramethyl-1,3,2-dioxaborolan-2-yl)-1H-pyrrolo[2,3-b]pyridine